NC1=CC(=C(CCN2[C@@H](O[C@@H](C2=O)C)C=2C(=NN(C2)C2=CC=C(C=C2)Br)C2=CC=C(C=C2)F)C=C1)F (2S,5R)-3-(4-amino-2-fluorophenethyl)-2-(1-(4-bromophenyl)-3-(4-fluorophenyl)-1H-pyrazol-4-yl)-5-methyloxazolidin-4-one